FC(CN1C[C@@H](CC1)OC1=CC=C(C=C1)C(=O)C=1C2=C(SC1C1=CC=C(C=C1)O)C=C(C=C2)O)C (4-(((3R)-1-(2-fluoropropyl)pyrrolidin-3-yl)oxy)phenyl)(6-hydroxy-2-(4-hydroxyphenyl)benzo[b]thiophen-3-yl)methanone